ClC=1C(=NC(=NC1)C=1C(=NC=NC1OC)C1CC1)OCC=1C=NC(=C(C1)F)C=1N(C=C(N1)C(F)(F)F)CC 5-chloro-2-(4-cyclopropyl-6-methoxy-pyrimidin-5-yl)-4-[[6-[1-ethyl-4-(trifluoromethyl)imidazol-2-yl]-5-fluoro-3-pyridyl]methoxy]pyrimidine